NCCCC(=O)OC methyl (S)-4-amino-butyrate